2'-chloro-10-phenyl-10H-spiro[acridine-9,9'-thioxanthene] ClC1=CC=2C3(C4=CC=CC=C4SC2C=C1)C1=CC=CC=C1N(C=1C=CC=CC13)C1=CC=CC=C1